((((S)-1-(2-chlorophenyl)-2-oxocyclohexyl)(methyl)carbamoyl)oxy)methyl L-alaninate TFA salt OC(=O)C(F)(F)F.N[C@@H](C)C(=O)OCOC(N(C)[C@]1(C(CCCC1)=O)C1=C(C=CC=C1)Cl)=O